1-(5Z,8Z,11Z,14Z,17Z-eicosapentaenoyl)-2-nonadecanoyl-glycero-3-phospho-(1'-sn-glycerol) CCCCCCCCCCCCCCCCCCC(=O)O[C@H](COC(=O)CCC/C=C\C/C=C\C/C=C\C/C=C\C/C=C\CC)COP(=O)(O)OC[C@H](CO)O